FC1=C(N=CC(=N1)C(=O)N)N1CCCCC1 6-fluoro-5-(piperidin-1-yl)pyrazine-2-carboxamide